C(C)(C)(C)C(CCC(=O)OOCCCC)(C)C(C)(C)C n-butyl 4,4-di-tert-butylperoxyvalerate